1-(5-bromothiazol-2-yl)piperidin-4-ol BrC1=CN=C(S1)N1CCC(CC1)O